3-fluoro-2-pyridyl-4-methyl-4H-[1,2,4]triazolo[1,5-a][1,4]benzodiazepine-2-carboxylate FC=1C(=NC=CC1)OC(=O)C1=NN2C(C(N=CC3=C2C=CC=C3)C)=N1